9,9'-(5-(4,6-diphenylpyrimidin-2-yl)-1,3-phenylene)bis(3,6-bis(dibenzo[b,d]thiophen-3-yl)-9H-carbazole) C1(=CC=CC=C1)C1=NC(=NC(=C1)C1=CC=CC=C1)C=1C=C(C=C(C1)N1C2=CC=C(C=C2C=2C=C(C=CC12)C=1C=CC2=C(SC3=C2C=CC=C3)C1)C=1C=CC3=C(SC2=C3C=CC=C2)C1)N1C2=CC=C(C=C2C=2C=C(C=CC12)C=1C=CC2=C(SC3=C2C=CC=C3)C1)C=1C=CC3=C(SC2=C3C=CC=C2)C1